NC1CCC2[C@@]1(C[C@@H](C1[C@]3(CCC(NC3CCC12)=O)C)O)C (4aR,5S,6aS)-7-amino-5-hydroxy-4a,6a-dimethyltetradecahydro-1H-indeno[5,4-f]quinolin-2(3H)-one